BrCCOC1=CC=C(C(=O)OC)C=C1 methyl 4-(2-bromoethoxy)-benzoate